ethyl 7-bromopyrido[3,2-d]pyrimidine-2-carboxylate BrC1=CC=2N=C(N=CC2N=C1)C(=O)OCC